Methyl 3-chloro-6-(2-chloro-3-(methylsulfonyl)-4-(trifluoromethyl) phenyl)picolinate ClC=1C(=NC(=CC1)C1=C(C(=C(C=C1)C(F)(F)F)S(=O)(=O)C)Cl)C(=O)OC